C(#N)C1=NC=CC(=C1C1=C(C=C2C(=CN(C2=C1)C1CCC1)[C@@H](C(F)F)NS(=O)(=O)C1CC1)F)C(F)F N-((1S)-1-(6-(2-cyano-4-(difluoromethyl)pyridin-3-yl)-1-cyclobutyl-5-fluoro-1H-indol-3-yl)-2,2-difluoroethyl)cyclopropanesulfonamide